C1(CC1)NC(C(C(C[C@H]1C(NCC1)=O)NC([C@H](CC(C)(C)C)NC(\C=C\C1=NC=C(C=C1)F)=O)=O)=O)=O (2S)-N-(4-(cyclopropylamino)-3,4-dioxo-1-((S)-2-oxopyrrolidin-3-yl)butan-2-yl)-2-((E)-3-(5-fluoropyridin-2-yl)acrylamido)-4,4-dimethylpentanamide